N-(m-tolylaminocarbonyl)-tyrosine C1(=CC(=CC=C1)NC(=O)N[C@@H](CC1=CC=C(C=C1)O)C(=O)O)C